(3-(4-bromobenzoylamino)propyl)carbamic acid tert-butyl ester C(C)(C)(C)OC(NCCCNC(C1=CC=C(C=C1)Br)=O)=O